C(C)C1=C2C(=CC(=CC2=CC=C1)O)C=1C=C2N=C(N=C3C2=C(OCC2C4CCC(CN32)N4)N1)OCC14CCCN4CC(C1)F 5-Ethyl-4-(12-((2-fluorotetrahydro-1H-pyrrolizin-7a(5H)-yl)methoxy)-5a,6,7,8,9,10-hexahydro-5H-4-oxa-3,10a,11,13,14-pentaaza-6,9-methanonaphtho[1,8-ab]heptalen-2-yl)naphthalen-2-ol